ClC1=C(C=CC2=C1C(=N[C@H](C=1N2C(=CN1)C)C)C1=C(C=CC=C1F)F)Cl (4S)-7,8-dichloro-6-(2,6-difluorophenyl)-1,4-dimethyl-4H-imidazo[1,2-a][1,4]benzodiazepine